2-(N-methylmethylsulfonamido)-N-(4-((4-(pyridin-3-yl)piperazin-1-yl)sulfonyl)phenyl)benzamide CN(S(=O)(=O)C)C1=C(C(=O)NC2=CC=C(C=C2)S(=O)(=O)N2CCN(CC2)C=2C=NC=CC2)C=CC=C1